FC(C(C)(C)O)(F)C=1C(=C(C=CC1)[C@@H](C)NC1=NC(=NC2=CC3=C(C=C12)N(C([C@@]3(C)OCC)=O)C)C)F (S)-4-(((R)-1-(3-(1,1-difluoro-2-hydroxy-2-methylpropyl)-2-fluorophenyl)ethyl)amino)-8-ethoxy-2,6,8-trimethyl-6,8-dihydro-7H-pyrrolo[2,3-g]quinazolin-7-one